N-(5-chloro-2-(trifluoromethyl)pyridin-3-yl)-6-(1H-pyrazol-4-yl)picolinamide ClC=1C=C(C(=NC1)C(F)(F)F)NC(C1=NC(=CC=C1)C=1C=NNC1)=O